CC1(CCN(CC1)C1=CN=C2C(=N1)NN=C2N2CC[C@@H](C1=CC=CC=C21)C)CN (S)-(4-methyl-1-(3-(4-methyl-3,4-dihydroquinolin-1(2H)-yl)-1H-pyrazolo[3,4-b]pyrazin-6-yl)piperidin-4-yl)methanamine